C(C=C)(=O)N1CCN(CC1)C=1C2=C(N(C(N1)=O)C1=C(C=CC=C1C)C(C)C)N=C(C(=C2)F)C2=CC1=CC=CC=C1C=C2 4-(4-acryloylpiperazin-1-yl)-6-fluoro-1-(2-isopropyl-6-methylphenyl)-7-(naphthalene-2-yl)pyrido[2,3-d]pyrimidin-2(1H)-one